F[C@H]1CN(CC[C@H]1NC1=C2C=C(N(C2=CC=C1)CC(F)(F)F)C=1SC=C(N1)CNC(C1=CC=CC=C1)=O)C N-{[2-(4-{[(3S,4R)-3-fluoro-1-methylpiperidin-4-yl]amino}-1-(2,2,2-trifluoroethyl)-1H-indol-2-yl)-1,3-thiazol-4-yl]methyl}benzamide